ClC1=CC=C(C=C1)C(\C(=C/CC)\C1=CC=CC=C1)=O (Z)-1-(4-chlorophenyl)-2-phenyl-2-penten-1-one